C1=C(C=CC2=CC=CC=C12)C1=NC2=CC=CC=C2C(=C1)C1=CC=CC=C1 2-(naphthalen-2-yl)-4-phenylquinoline